3-[2-(2-Aminoethylamino)-ethylamino]-propyltriethoxysilan NCCNCCNCCC[Si](OCC)(OCC)OCC